C(CCCCC)OC(=O)Cl.O[C@@]1(C(N(CC1)C)=O)C1=CC(=NO1)C1=CC(=CC=C1)C1=NC=NN2C1=CC=C2 (R)-3-hydroxy-1-methyl-3-(3-(3-(pyrrolo[2,1-f][1,2,4]triazin-4-yl)phenyl)isoxazol-5-yl)pyrrolidin-2-one n-hexylchloroformate